3-[4-(4-Chloro-phenyl)-2,5-dioxo-imidazolidin-4-yl]-propionic acid ClC1=CC=C(C=C1)C1(NC(NC1=O)=O)CCC(=O)O